ClC=1C(=NC(=NC1)NC1CCOCC1)C1=CC2=C(C(N(C2=O)CC(=O)OC)(C)C)S1 Methyl 2-(2-(5-chloro-2-((tetrahydro-2H-pyran-4-yl)amino)pyrimidin-4-yl)-6,6-dimethyl-4-oxo-4,6-dihydro-5H-thieno[2,3-c]pyrrol-5-yl)acetate